2-hydroxy-3-isopropyl-7-methylcyclohepta-2,4,6-trien-1-one OC=1C(C(=CC=CC1C(C)C)C)=O